CS(=O)(=O)C1=C(C=CC=C1)NC=1N=CN=NC1C(=O)N 5-((2-(methylsulfonyl)phenyl)amino)-1,2,4-triazine-6-carboxamide